TERT-BUTYL 5-(4-AMINO-7-TOSYL-7H-PYRROLO[2,3-D]PYRIMIDIN-5-YL)-4-FLUOROINDOLINE-1-CARBOXYLATE NC=1C2=C(N=CN1)N(C=C2C=2C(=C1CCN(C1=CC2)C(=O)OC(C)(C)C)F)S(=O)(=O)C2=CC=C(C)C=C2